(Z)-4-(3,5-dimethyl-4-hydroxybenzylidene)-1,2-dimethyl-1H-imidazol-5(4H)-one CC=1C=C(\C=C\2/N=C(N(C2=O)C)C)C=C(C1O)C